FC=1C=C2C(C(NC2=CC1)=O)=CC1=C(C(=CN1)C(=O)O)C 5-[(5-fluoro-2-oxo-indolin-3-ylidene)methyl]-4-methyl-1H-pyrrole-3-carboxylic acid